4'-((9H-carbazole-3,6-diyl)bis(1H-1,2,3-triazole-4,1-diyl))bis(2-hydroxybenzoic acid) C1=CC(=CC=2C3=CC(=CC=C3NC12)C=1N=NN(C1)C=1C(=C(C(=O)O)C=CC1)O)C=1N=NN(C1)C=1C(=C(C(=O)O)C=CC1)O